O[C@@]1(CC[C@@H]2[C@H]3CC[C@@]4(C(C[C@H]([C@H]4[C@@H]3CC[C@H]2C1)C)C(CN1N=CC(=C1)C#N)=O)C)C |&1:16| 1-(2-((3R,SR,8R,9R,10S,13S,14S,15R)-3-Hydroxy-3,13,15-trimethylhexadecahydro-1H-cyclopenta[a]phenanthren-17-yl)-2-oxoethyl)-1H-pyrazole-4-carbonitrile